COC1=NC(=CC=C1NC(=O)C=1C(=NOC1C)C1=CC=CC=C1)C1=NC=CC=N1 N-(2-methoxy-6-pyrimidin-2-yl-3-pyridinyl)-5-methyl-3-phenyl-isoxazole-4-carboxamide